6-methyl-2-pyrindinemethanol CC=1C=C2C=CNC(=C2C1)CO